N-((1S)-1-cyclohexyl-2-((2-(methylcarbamoyl)-2-(2-oxoimidazolidin-1-yl)-2,3-dihydro-1H-inden-5-yl)amino)-2-oxoethyl)-1-methyl-1H-pyrazole-5-carboxamide C1(CCCCC1)[C@@H](C(=O)NC=1C=C2CC(CC2=CC1)(N1C(NCC1)=O)C(NC)=O)NC(=O)C1=CC=NN1C